C(C1=CC=CC=C1)(=O)OC(N1C2=C(CCC1)C(=NN2C2=CC(=NC=C2)F)C(F)(F)F)C methyl-((1-(2-fluoropyridin-4-yl)-3-(trifluoromethyl)-5,6-dihydro-1H-pyrazolo[3,4-b]pyridin-7(4H)-yl) methyl) benzoate